1-[4-[[(1S)-1-[4-(trifluoromethyl)phenyl]ethyl]amino]-1-piperidyl]prop-2-en-1-one FC(C1=CC=C(C=C1)[C@H](C)NC1CCN(CC1)C(C=C)=O)(F)F